Ethyl 2-(chloromethyl)-3-(oxetan-2-ylmethyl)-3H-thieno[2,3-d]imidazole-5-carboxylate ClCC1=NC2=C(N1CC1OCC1)SC(=C2)C(=O)OCC